ClC1=C(C2=C(C(=N1)C1=CCCC1)C=NN2CC2=CC=C(C=C2)OC)C(=O)OC methyl 6-chloro-4-(cyclopent-1-en-1-yl)-1-[(4-methoxy-phenyl) methyl]-1H-pyrazolo[4,3-c]pyridine-7-carboxylate